COC1=CC=C(C=C1)C(OCC(=O)O)(C1=CC=CC=C1)C1=CC=CC=C1 2-((4-methoxyphenyl)diphenylmethoxy)acetic acid